2-benzyl-4-chloro-5-(hydroxymethyl)pyridazin-3-one C(C1=CC=CC=C1)N1N=CC(=C(C1=O)Cl)CO